2,2-bis[4-(2,4-dinitrophenoxy)phenyl]hexafluoropropane [N+](=O)([O-])C1=C(OC2=CC=C(C=C2)C(C(F)(F)F)(C(F)(F)F)C2=CC=C(C=C2)OC2=C(C=C(C=C2)[N+](=O)[O-])[N+](=O)[O-])C=CC(=C1)[N+](=O)[O-]